4-fluoro-6-(2-methyloxiran-2-yl)-2,3-dihydro-1H-isoindol-1-one FC1=C2CNC(C2=CC(=C1)C1(OC1)C)=O